2-methoxy-3-chloropropane COC(C)CCl